FC=1C(=NC(=CN1)F)C(=O)N 3,6-difluoropyrazine-2-carboxamide